(S)-3-((3-(2-(4-chlorophenyl)-2-hydroxyethyl)-1,2,4-oxadiazol-5-yl)methyl)-1-methyl-2,4-dioxo-1,2,3,4-tetrahydropyrimidine-5-carbonitrile ClC1=CC=C(C=C1)[C@H](CC1=NOC(=N1)CN1C(N(C=C(C1=O)C#N)C)=O)O